2-{[6-hexyl-4-(pyridin-4-yloxy)quinolin-2-yl](methyl)amino}acetic acid C(CCCCC)C=1C=C2C(=CC(=NC2=CC1)N(CC(=O)O)C)OC1=CC=NC=C1